3-Ethylbutylpropanoat C(C)C(CCOC(CC)=O)C